ClC=1C(=NC(=NC1)NC1=C(C=C(C(=C1)C)N1CC2(C1)CCNCC2)OC)NC2=C(C=C(C(=C2)C)C)P(C)(C)=O (2-((5-Chloro-2-((2-methoxy-5-methyl-4-(2,7-diazaspiro[3.5]non-2-yl)phenyl)amino)pyrimidin-4-yl)amino)-4,5-dimethylphenyl)dimethylphosphine oxide